C(C)(C)(C)OC(=O)N(C(OC(C)(C)C)=O)C1=NC=CC(=N1)C1=C2C(=C(N=C1)NCC1=CC(=CC=C1)C(NC)=O)OCC2 tert-Butyl (tert-butoxycarbonyl)(4-(7-((3-(methylcarbamoyl)benzyl)amino)-2,3-dihydrofuro[2,3-c]pyridin-4-yl)pyrimidin-2-yl)carbamate